5-(4,5-dichloro-1-(3-methyloxetan-3-yl)-1H-benzo[d]imidazol-2-yl)-3-methoxybenzene-1,2-diol ClC1=C(C=CC=2N(C(=NC21)C2=CC(=C(C(=C2)O)O)OC)C2(COC2)C)Cl